(R)-3-Benzyl-4-oxo-2,3,4,9-tetrahydro-1H-carbazole-3-carbonitrile C(C1=CC=CC=C1)[C@]1(CCC=2NC3=CC=CC=C3C2C1=O)C#N